Benzyl (1R,2R,4S)-2-((tert-butoxycarbonyl)amino)-7-azabicyclo[2.2.1]heptane-7-carboxylate C(C)(C)(C)OC(=O)N[C@H]1[C@H]2CC[C@@H](C1)N2C(=O)OCC2=CC=CC=C2